BrC1=C(C=C(C(=C1F)C#N)OC([2H])[2H])CC(=O)O 2-(2-Bromo-4-cyano-3-fluoro-5-(methoxy-d2)phenyl)acetic acid